2,4,6-tris[3,5-di-tert-butyl-4-Hydroxybenzyl]-1,3,5-trimethylbenzene C(C)(C)(C)C=1C=C(CC2=C(C(=C(C(=C2C)CC2=CC(=C(C(=C2)C(C)(C)C)O)C(C)(C)C)C)CC2=CC(=C(C(=C2)C(C)(C)C)O)C(C)(C)C)C)C=C(C1O)C(C)(C)C